[Si](C1=CC=CC=C1)(C1=CC=CC=C1)(C(C)(C)C)OC1CCN(CC1)C=1C2=C(N=CN1)NC(=C2)I 4-(4-((tert-butyldiphenylsilyl)oxy)piperidin-1-yl)-6-iodo-7H-pyrrolo[2,3-d]pyrimidine